O\N=C(/N)\C1CCC1 (Z)-N'-hydroxycyclobutanecarboxamidine